N-ethylpropylamine C(C)NCCC